3-chloro-6-(3,8-diazabicyclo[3.2.1]octan-3-yl)-2-piperazin-1-yl-quinoline dihydrochloride Cl.Cl.ClC=1C(=NC2=CC=C(C=C2C1)N1CC2CCC(C1)N2)N2CCNCC2